6-cyclopropyl-N-[6-(ethylamino)-4-[2-methyl-4-(4-methyl-1,2,4-triazol-3-yl)-pyrazol-3-yl]-pyridin-2-yl]-4-methylpyridine-2-carboxamide C1(CC1)C1=CC(=CC(=N1)C(=O)NC1=NC(=CC(=C1)C=1N(N=CC1C1=NN=CN1C)C)NCC)C